(2S)-3-{3-[3-(Piperidin-4-yl)anilino]phenyl}-2-[(3R)-pyrrolidin-3-yl]propanoic acid dihydrochloride Cl.Cl.N1CCC(CC1)C=1C=C(NC=2C=C(C=CC2)C[C@H](C(=O)O)[C@@H]2CNCC2)C=CC1